OC1=C(C(=C(C(=C1)C)CC=1C=C2C3(C(N(C2=CC1)C1OCCCC1)=O)CC3)C)C 5'-[(4-hydroxy-2,3,6-trimethylphenyl)methyl]-1'-(oxan-2-yl)spiro[cyclopropane-1,3'-indol]-2'-one